C1(CC1)C=1C=NN2C1N=C(C=C2)C2=CNC=1N=C(N=CC12)N 5-(3-cyclopropylpyrazolo[1,5-a]pyrimidin-5-yl)-7H-pyrrolo[2,3-d]pyrimidin-2-amine